C1(CC1)[C@H](C(F)(F)F)NC1=CC(=C(C=N1)C1=C(N=C(S1)C(=O)N[C@@H](C)C(C)(C)O)C(=O)N1[C@H](CCC1)C)C(F)F 5-(6-(((R)-1-cyclopropyl-2,2,2-trifluoroethyl)amino)-4-(difluoromethyl)pyridin-3-yl)-N-((S)-3-hydroxy-3-methylbut-2-yl)-4-((S)-2-methylpyrrolidine-1-carbonyl)thiazole-2-carboxamide